(S)-2-(2-hydroxy-propan-2-yl)-N'-(tricyclo-[6.2.0.03,6]deca-1,3(6),7-trien-2-ylcarbamoyl)-thiazole-5-sulfonimidamide OC(C)(C)C=1SC(=CN1)[S@](=O)(N)=NC(NC1=C2CCC2=CC=2CCC12)=O